(2S)-2-[(4-iodobenzoyl)amino]-3-phenylpropionic acid IC1=CC=C(C(=O)N[C@H](C(=O)O)CC2=CC=CC=C2)C=C1